2-azido-1-(2-ethoxy-4-methoxyphenyl)-2,2-difluoroethane-1-one N(=[N+]=[N-])C(C(=O)C1=C(C=C(C=C1)OC)OCC)(F)F